BrC1=CC=C(C=C1)N1N=NC=C1C1=CC=CC=C1 (4-bromophenyl)-5-phenyl-1H-1,2,3-triazole